C(C)(C)(C)OC(NCC=1C=NC(=CC1)N(C)[C@@H]1CC(CC1)(F)F)=O (S)-((6-((3,3-difluorocyclopentyl)(methyl)amino)pyridin-3-yl)methyl)carbamic acid tert-butyl ester